(5-bromo-7-(methylthio)-2,3-dihydro-[1,4]dioxino[2,3-c]pyridin-2-yl)methyl methanesulfonate CS(=O)(=O)OCC1OC2=C(C(=NC(=C2)SC)Br)OC1